NC1=NNC=C1C(=O)NC1CCC(CC1)NC1=CC=CC=2N1C=C(N2)C(F)(F)F 3-amino-N-[4-[[2-(trifluoromethyl)imidazo[1,2-a]pyridin-5-yl]amino]cyclohexyl]-1H-pyrazole-4-carboxamide